6-isopropyl-benzene-1,3-diol C(C)(C)C1=CC=C(C=C1O)O